tert-Butyl 4-(hydroxy(pyridin-4-yl)methyl)-2-(2,2,2-trifluoroethyl)-1H-imidazole-1-carboxylate OC(C=1N=C(N(C1)C(=O)OC(C)(C)C)CC(F)(F)F)C1=CC=NC=C1